5-isocyanatoisophthaloyl dichloride N(=C=O)C=1C=C(C=C(C(=O)Cl)C1)C(=O)Cl